(R)-5-(2-(6-(3,4-dimethylpiperazin-1-yl)pyridin-3-ylamino)-5-methylpyrimidin-4-ylamino)benzo[d]oxazol-2(3H)-one C[C@@H]1CN(CCN1C)C1=CC=C(C=N1)NC1=NC=C(C(=N1)NC=1C=CC2=C(NC(O2)=O)C1)C